methyl 4-(3-(5-cyclopropyl-4,7-difluoro-3,3-dimethyl-2-oxoindolin-1-yl)-2-oxoquinolin-1(2H)-yl)butanoate C1(CC1)C=1C(=C2C(C(N(C2=C(C1)F)C=1C(N(C2=CC=CC=C2C1)CCCC(=O)OC)=O)=O)(C)C)F